ClC=1C=CC2=C(N=C(O2)C2CC3(CC(C3)NC(=O)C=3OC(=CC3)S(NC(=O)C3CC3)(=O)=O)C2)C1 N-[6-(5-chloro-1,3-benzoxazol-2-yl)spiro[3.3]heptan-2-yl]-5-(cyclopropanecarbonylsulfamoyl)furan-2-carboxamide